1-(cyclobutylmethyl)-4-ethylbenzene C1(CCC1)CC1=CC=C(C=C1)CC